1,1'-(Methylene-di-1,4-phenylene)bis(2-hydroxy-2-methylpropane-1-one) C(C1=CC=C(C=C1)C(C(C)(C)O)=O)C1=CC=C(C=C1)C(C(C)(O)C)=O